tert-butyl 3-(1-hydroxy-2-nitroethyl)azetidine-1-carboxylate OC(C[N+](=O)[O-])C1CN(C1)C(=O)OC(C)(C)C